1-(4-(4-chlorophenyl)-3,4-dihydroquinoxalin-1(2H)-yl)-2-(pyrrolidin-1-yl)propan ClC1=CC=C(C=C1)N1CCN(C2=CC=CC=C12)CC(C)N1CCCC1